FC1(C(CN(CC1)C1=C(C(=O)NC2=CC(=NC=C2)[S@@](=O)(=N)C)C=C(C=C1)C(F)(F)F)C)F 2-(4,4-difluoro-3-methylpiperidin-1-yl)-N-(2-((R)-S-methylsulfonimidoyl)pyridin-4-yl)-5-(trifluoromethyl)benzamide